FC1=C(C(=CC(=C1)OC)F)[C@H]1[C@@H](C(NC1)=O)NC1=NN=C(O1)C1=CC=C(OC2=CC=CC(=N2)C#N)C=C1 6-[4-(5-{[(3S,4R)-4-(2,6-difluoro-4-methoxyphenyl)-2-oxopyrrolidin-3-yl]amino}-1,3,4-oxadiazol-2-yl)phenoxy]pyridine-2-carbonitrile